(S)-7-((3-amino-2-oxopyrazin-1(2H)-yl)methyl)-6-bromo-4-(cyclopropylethynyl)-4-(trifluoromethyl)-3,4-dihydroquinazolin-2(1H)-one NC=1C(N(C=CN1)CC1=C(C=C2[C@](NC(NC2=C1)=O)(C(F)(F)F)C#CC1CC1)Br)=O